FC1=CC(=C(C=C1C=1C=NC(=NC1)N1CCOCC1)NC(C1=C(C=CC=C1)OC)=O)N1C[C@H](N([C@H](C1)C)C)C N-[4-fluoro-5-(2-morpholin-4-ylpyrimidin-5-yl)-2-[(3R,5S)-3,4,5-trimethylpiperazin-1-yl]phenyl]-2-methoxybenzamide